2-[(3R)-3-[3-(Trifluoromethyl)phenoxy]pyrrolidin-1-yl]-2-methylpropane FC(C=1C=C(O[C@H]2CN(CC2)C(C)(C)C)C=CC1)(F)F